C=C(C)C=CC[C@@H](C)[C@H]1CC[C@H]2[C@@H]3CCC4CCCC[C@]4(C)[C@H]3CC[C@]12C cholestadien